N=1CC=CC1 (R)-2H-pyrrole